2-(4-methyl-2-nitrophenyl)-2,5-dihydrofuran CC1=CC(=C(C=C1)C1OCC=C1)[N+](=O)[O-]